6,7-difluoro-1-methylquinoxalin-2-one FC=1C=C2N=CC(N(C2=CC1F)C)=O